propyl-N,N-dimethyl-amine C(CC)N(C)C